tert-butyl N-[(1S)-1-(dicyclopropylmethyl)-2-[[3-[3,3-difluoro-1-[1-(2,2,2-trifluoroethyl)tetrazol-5-yl]propyl]isoxazol-5-yl]amino]-2-oxo-ethyl]carbamate C1(CC1)C([C@@H](C(=O)NC1=CC(=NO1)C(CC(F)F)C1=NN=NN1CC(F)(F)F)NC(OC(C)(C)C)=O)C1CC1